C(#N)C1=C(C=CC(=N1)N1CCN(CC1)C(=O)OC(C)(C)C)[N+](=O)[O-] tert-butyl 4-(6-cyano-5-nitropyridin-2-yl)piperazine-1-carboxylate